(E)-3-(dimethylamino)-1-(4-methoxy-naphthalene-1-yl)-2-(3-chlorophenyl)prop-2-ene CN(/C=C(\CC1=CC=C(C2=CC=CC=C12)OC)/C1=CC(=CC=C1)Cl)C